C1(CCCCC1)C1=C(C(=O)N)C=CC(=C1)NC=1SC=C(N1)C1=CC(=CC=C1)O cyclohexyl-4-((4-(3-hydroxyphenyl)-thiazol-2-yl)amino)benzamide